2-(4-Bromo-2-oxo-1'-(1H-pyrazolo[4,3-b]pyridine-5-carbonyl)spiro[indoline-3,4'-piperidin]-1-yl)-N-(2,2,2-trifluoroethyl)acetamide BrC1=C2C(=CC=C1)N(C(C21CCN(CC1)C(=O)C1=CC=C2C(=N1)C=NN2)=O)CC(=O)NCC(F)(F)F